CNCCN(C)CCNC Bis-(2-methylaminoethyl)methylamine